C1(CC1)C(N1C=C(C=2C1=NC=C(C2)C=2C(=NOC2C)C)C2=C(C(=NC=C2)C(=O)O)C)C2CC2 4-(1-(dicyclopropylmethyl)-5-(3,5-dimethylisoxazol-4-yl)-1H-pyrrolo[2,3-b]pyridin-3-yl)-3-methylpicolinic acid